FC(CO)(C1=C(C(=CC=C1)[C@@H](C)NC1=NC(=NC2=CC3=C(C=C12)N(C[C@H](O3)C)C)C)F)F |&1:25| 2,2-difluoro-2-(2-fluoro-3-((R)-1-(((R/S)-2,6,8-trimethyl-7,8-dihydro-6H-[1,4]oxazino[3,2-g]quinazolin-4-yl)amino)ethyl)phenyl)ethan-1-ol